C(C)(C)(C)OC(NC1CC2(C1)CC(C2)NC2=NC(=NS2)CC2=CC=C(C=C2)Cl)=O.OC(=O)C(F)(F)F.ClC2=CC=C(CC1=NSC(=N1)NC1CC3(C1)CC(C3)N)C=C2 N-(3-(4-chlorobenzyl)-1,2,4-thiadiazol-5-yl)spiro[3.3]heptane-2,6-diamine TFA salt Tert-butyl-6-(3-(4-chlorobenzyl)-1,2,4-thiadiazol-5-ylamino)spiro[3.3]heptan-2-ylcarbamate